((1,4,7-triazonane-1,4,7-triyl)tris(methylene))tris(phosphonic acid) N1(CCN(CCN(CC1)CP(O)(O)=O)CP(O)(O)=O)CP(O)(O)=O